tert-Butyl (1-((3-(3-(4-(3-(2,4-dioxotetrahydropyrimidin-1(2H)-yl)-1-methyl-1H-indazol-6-yl)piperidin-1-yl)-2-methylpropyl)phenyl)sulfonyl)piperidin-4-yl)carbamate O=C1N(CCC(N1)=O)C1=NN(C2=CC(=CC=C12)C1CCN(CC1)CC(CC=1C=C(C=CC1)S(=O)(=O)N1CCC(CC1)NC(OC(C)(C)C)=O)C)C